N1,N1,N2,N2-tetramethyl-N1,N2-bis(4-vinylbenzyl)ethane-1,2-diaminium C[N+](CC[N+](CC1=CC=C(C=C1)C=C)(C)C)(CC1=CC=C(C=C1)C=C)C